5-chloro-N-[(1S)-3-(cyclopropylamino)-1-[[(3S,5R)-5-methyl-2-oxo-pyrrolidin-3-yl]methyl]-2,3-dioxo-propyl]-2-(4,4,4-trifluorobutanoylamino)benzamide ClC=1C=CC(=C(C(=O)N[C@H](C(C(=O)NC2CC2)=O)C[C@H]2C(N[C@@H](C2)C)=O)C1)NC(CCC(F)(F)F)=O